2-(((5-(4-(2-methoxyphenyl)-6-methylnicotinamido)-1,3,4-thiadiazol-2-yl)oxy)methyl)isonicotinic acid methyl ester COC(C1=CC(=NC=C1)COC=1SC(=NN1)NC(C1=CN=C(C=C1C1=C(C=CC=C1)OC)C)=O)=O